(3S,5R)-3-Fluoro-5-[2,2,2-trifluoro-N-(1-methyl-1H-pyrazol-4-yl)acetamido]-piperidin-1-ium trifluoroacetate FC(C(=O)[O-])(F)F.F[C@@H]1C[NH2+]C[C@@H](C1)N(C(C(F)(F)F)=O)C=1C=NN(C1)C